2-amino-4-((1,3-dimethoxypropan-2-yl)amino)-6-methyl-5,6-dihydropyridine NC1=NC(CC(=C1)NC(COC)COC)C